C(C)(C)(C)[Si](Cl)(C)C tertbutyl-dimethyl-chlorosilane